C(CCC)C=1C(=C(C(=C(C(=C(C(=O)OCC(CO)(CO)CO)O)O)C1)O)O)CCCC pentaerythritol dibutyl-tetrahydroxycinnamate